3-(9-ethyl-6-isobutyryl-9H-carbazol-3-yl)-1-phenylpropan-2-en-1-one C(C)N1C2=CC=C(C=C2C=2C=C(C=CC12)C=CC(=O)C1=CC=CC=C1)C(C(C)C)=O